CC(=CCCC(=O)OC)CCCC(CCCC(CCCC(C)C)C)C methyl 5,9,13,17-tetramethyloctadeca-4-enoate